[3-(2,3-epoxypropoxy)propyl]amine C(C1CO1)OCCCN